N1C=C(C2=CC=CC=C12)C[C@@H](C(=O)NC=1SC(=CN1)C)S(=O)(=O)C1=CC=C(C=C1)C (S)-3-(1H-indol-3-yl)-2-(4-methylphenyl-sulphonyl)-N-(5-methylthiazol-2-yl)propanamide